C(C)(C)(C)C=1C(=C(C=C(C1)CCC(=O)OCC(CCCC)CC)N1N=C2C(=N1)C=CC=C2)O 2-[3'-t-butyl-2'-hydroxy-5'-[2-(2-ethylhexyloxy)carbonylethyl]phenyl]benzotriazole